2-(((((S)-5-oxopyrrolidin-2-yl)methyl)amino)methyl)pyrrolo[2,1-f][1,2,4]triazin-4(3H)-one O=C1CC[C@H](N1)CNCC1=NN2C(C(N1)=O)=CC=C2